6-(((1R,5S)-8-azabicyclo[3.2.1]oct-3-yl)methoxy)-4-(5-(6-((6-methoxypyridine-3-yl)methyl)-3,6-diazabicyclo[3.1.1]heptan-3-yl)pyrazin-2-yl)pyrazolo[1,5-a]pyridine-3-carbonitrile [C@H]12CC(C[C@H](CC1)N2)COC=2C=C(C=1N(C2)N=CC1C#N)C1=NC=C(N=C1)N1CC2N(C(C1)C2)CC=2C=NC(=CC2)OC